(R)-(3-(3-cyclopropyl-1,2,4-thiadiazol-5-yl)-8-methyl-5,6-dihydro-[1,2,4]triazolo[4,3-a]pyrazin-7(8H)-yl)(3-fluorophenyl)methanone C1(CC1)C1=NSC(=N1)C1=NN=C2N1CCN([C@@H]2C)C(=O)C2=CC(=CC=C2)F